FC(C1=NC=NN1C=1C=C(C=CC1F)[C@@H]1N(C(OC1)(C)C)C(=O)OC(C)(C)C)F tert-butyl (S)-4-(3-(5-(difluoromethyl)-1H-1,2,4-triazol-1-yl)-4-fluorophenyl)-2,2-dimethyloxazolidine-3-carboxylate